11-(acrylamido)undecanoat C(C=C)(=O)NCCCCCCCCCCC(=O)[O-]